C(CCC)(=O)NC1=NC=CC(=C1)CN1CCN(CC1)C=1C=CC(=NC1F)C(=O)NC1COC1 5-(4-((2-butyramidopyridin-4-yl)methyl)piperazin-1-yl)-6-fluoro-N-(oxetan-3-yl)picolinamide